4-Amino-1-(4-(1-hydroxyethyl)-1-naphthyl)-2-oxo-7-(trifluoromethyl)-1,2-dihydroquinoline-3-carboxylic acid methyl ester COC(=O)C=1C(N(C2=CC(=CC=C2C1N)C(F)(F)F)C1=CC=C(C2=CC=CC=C12)C(C)O)=O